O=C1[C@H](NCC1)C(=O)O (oxo)-proline